COCCN1N=C(C=2C1=NC(=NC2)NC=2N=CN(C2)C2=CC(=C(C(=C2)OC)OC)OC)C 1-(2-methoxyethyl)-3-methyl-N-(1-(3,4,5-trimethoxyphenyl)-1H-imidazol-4-yl)-1H-pyrazolo[3,4-d]pyrimidin-6-amine